BrC=1C=C(C=NC1)C(=O)NC=1C=C(C(=O)OC)C=CC1C methyl 3-[(5-bromopyridine-3-carbonyl) amino]-4-methylbenzoate